ClC=1C=C(C=CC1F)NC(=O)C1=C(N=CN1C)C1CC2CC(CC2C1)(O)C1=CC(=NN1C)C(F)F N-(3-chloro-4-fluorophenyl)-4-(5-(3-(difluoromethyl)-1-methyl-1H-pyrazol-5-yl)-5-hydroxyoctahydropentalen-2-yl)-1-methyl-1H-imidazole-5-carboxamide